(S)-4-(((S)-3-fluoro-2-methoxypropyl)(4-(5,6,7,8-tetrahydro-1,8-naphthyridin-2-yl)butyl)amino)-2-(1-(3-methoxypyridin-2-yl)cyclopropane-1-carboxamido)butanoic acid FC[C@H](CN(CC[C@@H](C(=O)O)NC(=O)C1(CC1)C1=NC=CC=C1OC)CCCCC1=NC=2NCCCC2C=C1)OC